C(CCCCCCCCCCC)C1(C(SC=C1)C=1SC=CC1C=1SC=CC1C=1SC=CC1)CCCCCCCCCCCC 3,3-didodecyl-quaterthiophene